(S)-4-(2-propenoyl-1,2,3,4-tetrahydroisoquinolin-5-yl)-3-chloro-5,6-difluoro-2-methyl-1H-indole-7-carboxamide C(C=C)(=O)N1CC2=CC=CC(=C2CC1)C1=C2C(=C(NC2=C(C(=C1F)F)C(=O)N)C)Cl